ethyl 1-(pyridin-3-yl)-1H-pyrazole-4-carboxylate N1=CC(=CC=C1)N1N=CC(=C1)C(=O)OCC